BrC1=CC=C(C=C1)NC(=O)N[C@H](C(=O)N[C@H](C(=O)OC(C)(C)C)CCC)CC(C)C tert-butyl (2S)-2-{[(2S)-2-{[(4-bromophenyl)carbamoyl]amino}-4-methylpentanoyl]amino}pentanoate